methyl 5-((7R,14R)-1-(difluoromethoxy)-6-(methyl-d3)-5-oxo-5,6,7,14-tetrahydro-7,14-methanobenzo[f]benzo[4,5]imidazo[1,2-a][1,4]diazocin-11-yl)pent-4-ynoate FC(OC1=CC=CC=2C(N([C@H]3C=4N([C@@H](C21)C3)C3=C(N4)C=CC(=C3)C#CCCC(=O)OC)C([2H])([2H])[2H])=O)F